2-(1H-imidazol-1-yl)-N-(spiro[2.5]octan-5-yl)isonicotinamide N1(C=NC=C1)C=1C=C(C(=O)NC2CC3(CC3)CCC2)C=CN1